Cl.C(C)(C)[C@@]1([C@H]([C@@H]2CC[C@H]1C2)N)C (1R,2S,3S,4S)-3-isopropyl-3-methylbicyclo[2.2.1]heptan-2-amine hydrochloride